tert-butyl {2-[(2R,3R)-3-[(tert-butoxycarbonyl)amino]-2-(hydroxymethyl)butyl]benzyl}carbamate C(C)(C)(C)OC(=O)N[C@@H]([C@@H](CC1=C(CNC(OC(C)(C)C)=O)C=CC=C1)CO)C